Cl.FC=1C(=C(C=CC1F)C(C)(C)N)C 2-(3,4-difluoro-2-methylphenyl)propan-2-amine hydrochloride